1-cyclopropyl-3-(5-((2R,4R)-2-(2,5-difluorophenyl)-4-fluoropyrrolidin-1-yl)-2-fluoropyrazolo[1,5-a]pyrimidin-3-yl)thiourea C1(CC1)NC(=S)NC=1C(=NN2C1N=C(C=C2)N2[C@H](C[C@H](C2)F)C2=C(C=CC(=C2)F)F)F